(1s,4s)-4-((6'-chloro-4-(2-(dimethylamino)ethoxy)-[2,3'-bipyridin]-4'-yl)amino)-1-methylcyclohexan-1-ol ClC1=CC(=C(C=N1)C1=NC=CC(=C1)OCCN(C)C)NC1CCC(CC1)(O)C